2-((1s,3s)-3-((4-methoxy-5-(quinolin-6-yl)pyrrolo[2,1-f][1,2,4]triazin-2-yl)amino)cyclobutyl)propan-2-ol COC1=NC(=NN2C1=C(C=C2)C=2C=C1C=CC=NC1=CC2)NC2CC(C2)C(C)(C)O